N1=CC(=CC=C1)C1(CCCC1)CNC(C1=CC=CC=C1)=O N-((1-(pyridin-3-yl)cyclopentyl)methyl)benzamide